C(C)(C)C1=C(C(=CC(=C1)C(C)C)C(C)C)S(=O)(=O)OC1=NC(N2C(CN3CCCC2C3)=C1)=O 1-oxo-1,5,7,8,9,10-hexahydro-6,10-methylenepyrimido[1,6-a][1,4]diazocine-3-yl 2,4,6-triisopropylbenzenesulfonate